5-chloro-6-hydroxy-3,4-dihydronaphthalen-1(2H)-one ClC1=C2CCCC(C2=CC=C1O)=O